2-[1-(2,2-difluoroethyl)-1H-pyrazolo[3,4-b]pyrazin-6-yl]-7-[2-(trifluoromethyl)pyrimidin-4-yl]-2,7-diazaspiro[4.4]nonane FC(CN1N=CC=2C1=NC(=CN2)N2CC1(CC2)CN(CC1)C1=NC(=NC=C1)C(F)(F)F)F